C1(=CC=C(C=C1)C1=NC(=NC(=C1)C=1C=C(C=CC1)C1=CC(=CC=C1)C1=CC=2C(C3=CC=CC=C3C2C=C1)(C)C)C1=CC=CC=C1)C1=CC=CC=C1 4-([1,1'-biphenyl]-4-yl)-6-(3'-(9,9-dimethyl-9H-fluoren-2-yl)-[1,1'-biphenyl]-3-yl)-2-phenylpyrimidine